C1(CC1)C=1N=NN(C1)[C@H](C(=O)N1[C@@H](C[C@H](C1)O)C(=O)NC1(CC1)CC1=NC(=NO1)C)C(C)(C)C (2S,4r)-1-[(2S)-2-(4-cyclopropyl-triazol-1-yl)-3,3-dimethyl-butyryl]-4-hydroxy-N-[1-[(3-methyl-1,2,4-oxadiazol-5-yl)methyl]cyclopropyl]pyrrolidine-2-carboxamide